N-(2-chloro-6-methylphenyl)-2-((6-(4-(11-((2-(2,6-dioxopiperidin-3-yl)-1-oxoisoindolin-4-yl)amino)-11-oxoundecanoyl)piperazin-1-yl)-2-methylpyrimidin-4-yl)amino)thiazole-5-carboxamide ClC1=C(C(=CC=C1)C)NC(=O)C1=CN=C(S1)NC1=NC(=NC(=C1)N1CCN(CC1)C(CCCCCCCCCC(=O)NC1=C2CN(C(C2=CC=C1)=O)C1C(NC(CC1)=O)=O)=O)C